FC=1C=C(C=CC1OC)CN (3-Fluoro-4-methoxyphenyl)methylamine